C(CC)C1CN(C1)C1=NC=C(C=N1)NC1CCC(CC1)NC(OC(C)(C)C)=O tert-butyl (4-((2-(3-propylazetidin-1-yl)pyrimidin-5-yl)amino)cyclohexyl)carbamate